OC(COCCCN1C=NC=C1)C[Si](OCCC)(OCCC)OCCC 1-(2-Hydroxy-3-tripropoxysilylpropoxypropyl)imidazole